N-(3-(5-(2-((2,2-dioxido-2-thiaspiro[3.3]heptan-6-yl)amino)-pyrimidin-4-yl)-2-((2S,6S)-2,4,6-trimethylpiperazin-1-yl)thiazol-4-yl)-2-fluorophenyl)-2,6-difluorobenzenesulfonamide O=S1(CC2(C1)CC(C2)NC2=NC=CC(=N2)C2=C(N=C(S2)N2[C@H](CN(C[C@@H]2C)C)C)C=2C(=C(C=CC2)NS(=O)(=O)C2=C(C=CC=C2F)F)F)=O